C1(CC1)C=1C(=CC=2N(N1)C(=CN2)C2=CC(=CC(=N2)N[C@H]2CNCC[C@@H]2F)F)OC 6-(6-cyclopropyl-7-methoxyimidazo[1,2-b]pyridazin-3-yl)-4-fluoro-N-((3S,4S)-4-fluoropiperidin-3-yl)pyridin-2-amine